CN1C(C(C2=CC=CC=C12)(CS(=O)(=O)N(C)C)C1=CC=CC=C1)=O 1-methyl-3-phenyl-3-(N,N-dimethylaminosulfonylmethyl)-2-oxo-indole